Trisodium monohydrogen phosphate monohydrate O.P(=O)(O)([O-])[O-].[Na+].[Na+].[Na+]